C(C)(C)(C)OC(=O)N1[C@@H](CCC1)COC=1C(=NC(=CC1I)[N+](=O)[O-])F (S)-2-(((2-fluoro-4-iodo-6-nitropyridin-3-yl)oxy)methyl)pyrrolidine-1-carboxylic acid tert-butyl ester